C1(CC1)C1=C(N=C(N1)C1=CC=CC(=N1)N1CCNCCC1)CC 1-[6-(5-Cyclopropyl-4-ethyl-1H-imidazol-2-yl)pyridin-2-yl]-1,4-diazepane